ethyl 4-[1-(3-chloro-2-fluorophenyl)ethenyl]-2-(methylsulfanyl)pyrimidine-5-carboxylate ClC=1C(=C(C=CC1)C(=C)C1=NC(=NC=C1C(=O)OCC)SC)F